(R)-4-((3-acrylamidopiperidin-1-yl)methyl)-N-(1-(7-morpholinothiazolo[5,4-d]pyrimidin-2-yl)piperidin-4-yl)picolinamide C(C=C)(=O)N[C@H]1CN(CCC1)CC1=CC(=NC=C1)C(=O)NC1CCN(CC1)C=1SC=2N=CN=C(C2N1)N1CCOCC1